N1(CCC1)C1=CC2=C(C=C(O2)C(=O)O)C=C1 6-(azetidin-1-yl)-1-benzofuran-2-carboxylic acid